(3aR,4R,5R,6aS)-5-(2-fluorophenoxy)-2-((R)-2-hydroxy-2-(5-((4-methoxybenzyl)oxy)pyridin-2-yl)ethyl)hexahydrocyclopenta[c]pyrrole-3a,4(1H)-diol FC1=C(O[C@H]2[C@H]([C@]3([C@H](CN(C3)C[C@H](C3=NC=C(C=C3)OCC3=CC=C(C=C3)OC)O)C2)O)O)C=CC=C1